O=C1NC(CCC1N1C(N(C2=C1C=CC=C2CCCO[C@@H]2CN(CC2)C(=O)OC(C)(C)C)C)=O)=O tert-butyl (3S)-3-[3-[1-(2,6-dioxo-3-piperidyl)-3-methyl-2-oxo-benzimidazol-4-yl]propoxy]pyrrolidine-1-carboxylate